NC1(C(C=C(C=C1)C1=CC=CC=C1)(C(=O)O)C(=O)O)N 4,4-diamino-1,1-biphenyl-3,3-dicarboxylic acid